FC1=C(C=C(C=C1)O)C#N 2-fluoro-5-hydroxybenzenecarbonitrile